FC1(CN[C@@H]2[C@H]1N(CC2)CC(C(=O)O)(C)O)F 3-((cis)-6,6-difluorohexahydropyrrolo[3,2-b]pyrrol-1(2H)-yl)-2-hydroxy-2-methylpropanoic acid